4-[(1S)-2-[[2-(2,5-dioxopyrrol-1-yl)acetyl]amino]-1-methyl-ethoxy]-4-oxo-butanoic acid O=C1N(C(C=C1)=O)CC(=O)NC[C@@H](OC(CCC(=O)O)=O)C